N,N-dimethylsulfinamide CN(S=O)C